COC1=CC=C(C=C1)C(CCS(=O)(=O)C1=CC=CC=C1)=O 1-(4-methoxyphenyl)-3-(phenylsulfonyl)propan-1-one